ClC1=C2C(OC3(C4=CC(=C(C(=C4OC=4C(=C(C(=CC34)I)O)I)I)O)I)C2=C(C(=C1Cl)Cl)Cl)=O 4,5,6,7-Tetrachloro-3',6'-dihydroxy-2',4',5',7'-tetraiodospiro[isobenzofuran-1(3H),9'-[9H]xanthen]-3-on